C(C#CC)(=O)N1CC(C1)(C1=C(C(=CC=C1)Cl)C)NC1=CC=C2C(C(NC2=C1)=O)(C)C 6-((1-(but-2-ynoyl)-3-(3-chloro-2-methylphenyl)azetidin-3-yl)amino)-3,3-dimethylindolin-2-one